Tert-butyl (4-((2-methoxyphenyl)amino)-6-(phenylcarbamoyl)pyridin-2-yl)carbamate COC1=C(C=CC=C1)NC1=CC(=NC(=C1)C(NC1=CC=CC=C1)=O)NC(OC(C)(C)C)=O